5-propynyl-2-methylthiopyrimidine-4,6-dione C(#CC)C1C(N=C(NC1=O)SC)=O